2-methyl-2-{5-[(3-{5-[({1-[2-(pyridin-3-yl)acetyl]piperidin-4-yl}amino)-methyl]-1-(2,2,2-trifluoroethyl)-1H-indol-2-yl}prop-2-yn-1-yl)amino]-pyridin-2-yl}propanenitrile CC(C#N)(C)C1=NC=C(C=C1)NCC#CC=1N(C2=CC=C(C=C2C1)CNC1CCN(CC1)C(CC=1C=NC=CC1)=O)CC(F)(F)F